COC(=O)C1=CC2=C(N(C(=N2)C2=CC=3C(=NC=CC3)N2CCCCCCO)CC=2C=NNC2)C(=C1)OC 1-((1H-pyrazol-4-yl)methyl)-2-(1-(6-hydroxyhexyl)-1H-pyrrolo[2,3-b]pyridin-2-yl)-7-methoxy-1H-benzo[d]imidazole-5-carboxylic acid methyl ester